(Z)-but-2-ene-1,4-diyl diacetate C(C)(=O)OC\C=C/COC(C)=O